(1-chlorovinyl)phenyltelluride ClC(=C)[Te]C1=CC=CC=C1